(iodo)zinc I[Zn]